C(C)(C)(C)OC(=O)N1CCN(CC1)C1=CC=C(C=C1)NC1=NN2C(C=N1)=CC=C2C2=CC(=CC=C2)NS(=O)(=O)C tert-butyl-4-(4-((7-(3-(methylsulfonamido)phenyl)pyrrolo[2,1-f][1,2,4]triazin-2-yl)amino)phenyl)piperazin-1-carboxylate